(R)-1-(4-((5-(1-(2,2-difluoroethyl)-1H-benzo[d][1,2,3]triazol-6-yl)-6-fluoro-4-methoxypyrrolo[2,1-f][1,2,4]triazin-2-yl-7-d)amino)-3,3-difluoropiperidin-1-yl)ethan-1-one FC(CN1N=NC2=C1C=C(C=C2)C=2C(=C(N1N=C(N=C(C12)OC)N[C@H]1C(CN(CC1)C(C)=O)(F)F)[2H])F)F